C(C)C(C(CC)O)CCCCCC 4-ethyl-3-decanol